2,2,2-trifluoro-N-(3-fluoro-4-iodo-1-(phenylsulfonyl)-1H-indazol-5-yl)acetamide FC(C(=O)NC=1C(=C2C(=NN(C2=CC1)S(=O)(=O)C1=CC=CC=C1)F)I)(F)F